OC=1C=CC=C2C(=CC(=NC12)C(=O)O)C(C)O 8-hydroxy-4-(1-hydroxyethyl)quinoline-2-carboxylic acid